3-(3-tolylthio)-4-hydroxypent-3-en-2-one C1(=CC(=CC=C1)SC(C(C)=O)=C(C)O)C